4,4'-bis(2,5-dimethylstyryl)biphenyl tert-butyl-4-(2,3-diamino-4-pyridyl)piperidine-1-carboxylate C(C)(C)(C)OC(=O)N1CCC(CC1)C1=C(C(=NC=C1)N)N.CC1=C(C=CC2=CC=C(C=C2)C2=CC=C(C=C2)C=CC2=C(C=CC(=C2)C)C)C=C(C=C1)C